OC1=C(C(=O)OC)C=C(C=C1)B1OC(C(O1)(C)C)(C)C methyl 2-hydroxy-5-(4,4,5,5-tetramethyl-1,3,2-dioxaborolan-2-yl)benzoate